CC(CC(=O)[O-])CC(=O)[O-] L-3-methylglutarate